C(C)(=O)N1CCC(CC1)NC1=CC(=NC(=N1)C#CC1CC1)C(=O)OC methyl 6-((1-acetylpiperidin-4-yl)amino)-2-(cyclopropylethynyl)pyrimidine-4-carboxylate